[(1S,2S)-2-(2,4-dimethylphenyl)-1-methyl-propyl] (2S)-2-[(3-acetoxy-4-methoxy-pyridine-2-carbonyl)amino]-propanoate C(C)(=O)OC=1C(=NC=CC1OC)C(=O)N[C@H](C(=O)O[C@H]([C@@H](C)C1=C(C=C(C=C1)C)C)C)C